1-(5-chloropyrimidin-2-yl)-3-(isoquinolin-4-yl)-2-oxoimidazolidine-4-carbonitrile ClC=1C=NC(=NC1)N1C(N(C(C1)C#N)C1=CN=CC2=CC=CC=C12)=O